C(C)(C)(C)OC(=O)N1C[C@@H]([C@H](CC1)OCC1CN(C1)C(=O)OCC1=CC=CC=C1)F (3S,4S)-4-[(1-benzyloxycarbonyl-azetidin-3-yl)methoxy]-3-fluoro-piperidine-1-carboxylic acid tert-butyl ester